C(C)(C)(C)OC(=O)N1CCC(CC1)C=1C=C2C(N(C(C2=CC1)=O)C1C(NC(CC1)=O)=O)=O.C(C)(C)(C)OC(N(C)C)N(C)C tert-butoxydi(dimethylamino)methane Tert-butyl-4-(2-(2,6-dioxopiperidin-3-yl)-1,3-dioxoisoindolin-5-yl)piperidine-1-carboxylate